OC1=C(C(C2CCC1C2)=O)C(=O)C=2C(=NC(=CC2)C(F)(F)F)COCCOC 4-hydroxy-3-{2-[(2-methoxyethoxy)methyl]-6-(trifluoromethyl)-3-pyridylcarbonyl}bicyclo[3.2.1]oct-3-en-2-one